C(CCC)N1N=C(C2=CC=CC=C2C1=O)OC1=C(C=C(C=C1Cl)NCC1=NNC(O1)=O)Cl 5-(((4-((3-butyl-4-oxo-3,4-dihydro-phthalazin-1-yl)oxy)-3,5-dichlorophenyl)amino)methyl)-1,3,4-oxadiazol-2(3H)-one